O=C1N(CC2=CC=C(C=C12)C=1N=NNC1)C=1C=C(C=CC1C(=O)O)C1=CC=CC=C1 3-[1-Oxo-6-(1H-[1,2,3]triazol-4-yl)-1,3-dihydroisoindol-2-yl]biphenyl-4-carboxylic acid